(2R,3R)-3-fluoro-N-methyl-1-[6-methyl-4-(trifluoromethyl)-2-pyridyl]-N-(m-tolyl)-5-oxo-pyrrolidine-2-carboxamide F[C@H]1[C@H](N(C(C1)=O)C1=NC(=CC(=C1)C(F)(F)F)C)C(=O)N(C=1C=C(C=CC1)C)C